2,2'-((3R,4S)-tetrahydrofuran-3,4-diyl)diacetic acid O1C[C@@H]([C@@H](C1)CC(=O)O)CC(=O)O